(1-(cyclopentanecarbonyl)piperidin-3-yl)amin C1(CCCC1)C(=O)N1CC(CCC1)N